triisocyanatononane N(=C=O)C(CCCCCCCC)(N=C=O)N=C=O